(2R,5R)-N-{2-benzyl-2-azaspiro[3.3]heptan-6-yl}-4-(5-cyanopyrimidin-2-yl)-2,5-dimethylpiperazine-1-carboxamide C(C1=CC=CC=C1)N1CC2(C1)CC(C2)NC(=O)N2[C@@H](CN([C@@H](C2)C)C2=NC=C(C=N2)C#N)C